Cl.Cl.ClC1=C(C=NN1)C1=CC=C2C(=CN(C2=C1)CCN(CC)CC)C(=O)[C@@H]1COC2=CC=C(C=C2C1)OC (S)-(6-(5-chloro-1H-pyrazol-4-yl)-1-(2-(diethylamino)ethyl)-1H-indol-3-yl)(6-methoxychroman-3-yl)methanone dihydrochloride